5-bromo-3-((4-((di-ethylamino)methyl)phenylimino)methyl)-2-hydroxyphenyl 4-methylbenzoate CC1=CC=C(C(=O)OC2=C(C(=CC(=C2)Br)C=NC2=CC=C(C=C2)CN(CC)CC)O)C=C1